N-methyl-4-(3-methylbut-2-en-1-yl)oxyphenylnitrosamide CN(N=O)C1=CC=C(C=C1)OCC=C(C)C